ClC1=CC=C(C=C1)C=1C=C(C(N(N1)C=1C=NC=CC1)=O)C(=O)N[C@H]1[C@@H](C(CCC1)(F)F)O 6-(4-chlorophenyl)-N-[(1R,2S)-3,3-difluoro-2-hydroxycyclohexyl]-3-oxo-2-(pyridin-3-yl)-2,3-dihydropyridazine-4-carboxamide